2-fluoro-6-[(3,5-difluorobenzyl)amino]-9-(tetrahydro-2H-pyran-2-yl)-9H-purine FC1=NC(=C2N=CN(C2=N1)C1OCCCC1)NCC1=CC(=CC(=C1)F)F